COC=1C(=CC(=C(C1)N1CCC(CC1)CN1CCN(CC1)C(=O)OC(C)(C)C)C=C)[N+](=O)[O-] tert-butyl 4-((1-(5-methoxy-4-nitro-2-vinylphenyl)piperidin-4-yl)methyl)piperazine-1-carboxylate